1-(3-((6-((5-methylthiazol-2-yl)amino)-4-(morpholinomethyl)pyridin-2-yl)amino)pyrrolidin-1-yl)prop-2-en-1-one CC1=CN=C(S1)NC1=CC(=CC(=N1)NC1CN(CC1)C(C=C)=O)CN1CCOCC1